tert-butyl N-[(2R)-2-[2,4-dichloro-6-[2-(1H-indol-3-yl)ethylamino]pyrimidin-5-yl]oxypropyl]carbamate ClC1=NC(=C(C(=N1)Cl)O[C@@H](CNC(OC(C)(C)C)=O)C)NCCC1=CNC2=CC=CC=C12